methyl 2,8-dimethylimidazo[1,2-b]pyridazine-6-carboxylate CC=1N=C2N(N=C(C=C2C)C(=O)OC)C1